COC1=C(C=C(C=C1)C(F)(F)F)B(O)O (2-methoxy-5-(trifluoromethyl)phenyl)boronic acid